C(C)C1(C2CC3CC(CC1C3)C2)OC(C(=C)C)=O 2-Ethyl-2-adamantylmethacrylat